8-chloro-1-cyano-6-(2-fluorophenyl)-4H-benzo[f]imidazo[1,2-a][1,4]diazepine-2-carboxylic acid ClC=1C=CC2=C(C(=NCC=3N2C(=C(N3)C(=O)O)C#N)C3=C(C=CC=C3)F)C1